C(C)(C)(C)OC(=O)N1CC(C1)NC1=NC(=CC=C1C)Cl 3-((6-chloro-3-methylpyridin-2-yl)amino)azetidine-1-carboxylic acid tert-butyl ester